C(C)(C)(C)N1C(C2(C[C@H]1CCN1CCN(CC1)C1=CC(=CC=C1)Cl)CCNCC2)=O tert-butyl-(S)-3-(2-(4-(3-chlorophenyl)piperazin-1-yl)ethyl)-2,8-diazaspiro[4.5]decan-1-one